C(C)OC1=CC=C(C=C1)C1=C(C=C(C=C1)C1=NC2=CC=C(C=C2C(=C1)C(=O)O)F)F 2-(4'-ethoxy-2-fluoro-[1,1'-biphenyl]-4-yl)-6-fluoroquinoline-4-carboxylic acid